1-bromo-2-nitro-3,5-difluorobenzene BrC1=C(C(=CC(=C1)F)F)[N+](=O)[O-]